FC(C1=CC=CC(=N1)C(=O)NNC(=O)C1CN(CCC1)C(=O)OC(C)(C)C)(F)F tert-butyl 3-({[6-(trifluoromethyl)pyridin-2-yl]formohydrazido} carbonyl)piperidine-1-carboxylate